COC1=CC=C2C(=CN(C2=C1)CCCC(=O)N1CCN(CC1)C(=O)OC(C)(C)C)C=1SC=C(N1)C1=C(NC2=CC=C(C=C12)OC)C tert-butyl 4-(4-(6-methoxy-3-(4-(5-methoxy-2-methyl-1H-indol-3-yl)thiazol-2-yl)-1H-indol-1-yl)butanoyl)piperazine-1-carboxylate